C(C)(C)(C)[C@H]1OC([C@@H](N1C(=O)OCC1=CC=CC=C1)CC(CCCOC1=C(C=CC(=C1)C)C)(C)C)=O Benzyl (2R,4S)-2-(tert-butyl)-4-(5-(2,5-dimethylphenoxy)-2,2-dimethylpentyl)-5-oxooxazolidine-3-carboxylate